Cytidine-5'-phosphate P(=O)(O)(O)OC[C@@H]1[C@H]([C@H]([C@@H](O1)N1C(=O)N=C(N)C=C1)O)O